1,4a,5,6,7,7a-hexahydrocyclopenta[c]pyran-4-carboxylate C1OC=C(C2C1CCC2)C(=O)[O-]